triaminobutane NC(CCC)(N)N